COCCOCCOC1=C(C=CC=C1)C1=C(C(NC1=O)=O)Br 4-(2-(2-(2-methoxyethoxy)ethoxy)phenyl)-3-bromo-1H-pyrrole-2,5-dione